FC1=C(C(=C2C=CNC2=C1F)S(=O)(=O)C)OC=1C=CC(=C(C1)C=1NC=C(N1)[C@@]1(CCOC2=CC=CC=C12)C)F (R)-4-(2-(5-((6,7-difluoro-4-(methylsulfonyl)-1H-indol-5-yl)oxy)-2-fluorophenyl)-1H-imidazol-4-yl)-4-methylchroman